C1(CC1)CNS(=O)(=O)NC1=NC=CC(=C1F)CC=1C(=C(C(=C(C(=O)N)C1)NC1=C(C=C(C=C1)I)F)F)F 5-[[2-(Cyclopropylmethylsulfamoylamino)-3-fluoropyridin-4-yl]methyl]-3,4-difluoro-2-(2-fluoro-4-iodoanilino)benzamide